3-(6-hydroxyhexanoyl)oxetan-2-one tert-Butyl-(5-oxopyrrolidin-3-yl)carbamate C(C)(C)(C)N(C(O)=O)C1CNC(C1)=O.OCCCCCC(=O)C1C(OC1)=O